N-(8-(ethylamino)-5-(5-morpholinobenzo[d]oxazol-2-yl)-2,7-naphthyridin-3-yl)cyclopropanecarboxamide C(C)NC=1N=CC(=C2C=C(N=CC12)NC(=O)C1CC1)C=1OC2=C(N1)C=C(C=C2)N2CCOCC2